COCCCCOC=C(C)C1=CC(=CC=C1)C(=COCCC)C 1-(1-(4-methoxybutoxy)prop-1-en-2-yl)-3-(1-propoxyprop-1-en-2-yl)benzene